3-bromo-1-(3-chloro-2-pyridyl)-N-(2-ethyl-1,1-dioxo-3-oxo-3,4-dihydro-2H-benzo[e][1,2,4]thiadiazinyl)-1H-pyrazole-5-carboxamide BrC1=NN(C(=C1)C(=O)NN1C(N(S(C2=C1C=CC=C2)(=O)=O)CC)=O)C2=NC=CC=C2Cl